FC1=C(OCCOC=2C=C(C=CC2)N2C(=NC=C2)C)C=CC(=C1)C 1-(3-(2-(2-fluoro-4-methylphenoxy)ethoxy)phenyl)-2-methyl-1H-imidazole